ClC1=C(C=CC(=C1)F)C1(CC1)C1=NOC(=N1)C1=NN(C(=C1)C(F)F)CC(=O)NCC(F)(F)F 2-(3-(3-(1-(2-Chloro-4-fluorophenyl)cyclopropyl)-1,2,4-oxadiazol-5-yl)-5-(difluoromethyl)-1H-pyrazol-1-yl)-N-(2,2,2-trifluoroethyl)acetamid